[4-(3-methoxy-1-methyl-1H-pyrazol-4-yl)-4-oxobutyl]carbamic acid tert-butyl ester C(C)(C)(C)OC(NCCCC(=O)C=1C(=NN(C1)C)OC)=O